C(C)(C)(C)C1N(CCN(C1)C(CC)C=1C(=NC=CC1)CC)C(=O)OC(C)N1N=CC(=C1)C=1C(=NC(=NC1)NC1=CC(=CC(=C1)Cl)Cl)NC1CCC(CC1)N (4-(4-((1s,4s)-4-aminocyclohexylamino)-2-(3,5-dichlorophenylamino)pyrimidin-5-yl)-1H-pyrazol-1-yl)ethanol Tert-Butyl-4-[1-(2-ethylpyridin-3-yl)propyl]piperazine-1-carboxylate